COCC1CN(CC1)C1=CC=C2C(=N1)OC(C=C2C2=C(C=CC=C2)C)=O 7-(3-(methoxymethyl)pyrrolidin-1-yl)-4-(o-tolyl)-2H-pyrano[2,3-b]pyridin-2-one